CCC(CC)NC1=C2C(=NC(=C1)N)C=C(S2)C2=CC=NN2 N7-(pent-3-yl)-2-(1H-pyrazol-5-yl)thieno[3,2-b]pyridine-5,7-diamine